C(C)N(CC)S(F)(F)F N,N-diethylaminosulfur trifluorid